The molecule is an organic sodium salt obtained by formal condensation of N(2)-(3,4-dichlorobenzoyl)-N,N-dipentyl-L-alpha-glutamine with one equivalent of sodium hydroxide. The racemate is lorglumide sodium, a CCK antagonist. It contains a (S)-lorglumide(1-). It is an enantiomer of a (R)-lorglumide sodium. CCCCCN(CCCCC)C(=O)[C@H](CCC(=O)[O-])NC(=O)C1=CC(=C(C=C1)Cl)Cl.[Na+]